9-acetyl-1,3,8-trimethoxy-2-methyl-9H-carbazol-4-yl acetate C(C)(=O)OC1=C(C(=C(C=2N(C3=C(C=CC=C3C12)OC)C(C)=O)OC)C)OC